FC(C(OC)C=1C(=C(C#N)C(=CC1)F)OC)(C)F 3-(2,2-Difluoro-1-methoxypropyl)-6-fluoro-2-methoxybenzonitrile